BrC1=NC(=CC(=C1O)I)CO 2-bromo-6-(hydroxymethyl)-4-iodopyridin-3-ol